C(C1=CC=CC=C1)OC(=O)N1CC(C1)(O)C=1C=C(C(=O)O)C=CC1 3-(1-((benzyloxy)carbonyl)-3-hydroxyazetidin-3-yl)benzoic acid